N-((2S,3S)-2-(biphenyl-3-ylmethyl)-1-(cyclobutylcarbonyl)pyrrolidin-3-yl)methanesulfonamide C1(=CC(=CC=C1)C[C@@H]1N(CC[C@@H]1NS(=O)(=O)C)C(=O)C1CCC1)C1=CC=CC=C1